N-[[6-[2-(2-cyanophenyl)acetyl]-6-azaspiro[2.5]octan-2-yl]methyl]furo[2,3-c]pyridine-2-carboxamide C(#N)C1=C(C=CC=C1)CC(=O)N1CCC2(C(C2)CNC(=O)C2=CC=3C(=CN=CC3)O2)CC1